3-((2-methyl-1H-benzo[d]imidazol-6-yl)ethynyl)-5-(methylamino)-1H-pyrazole-4-carboxamide CC1=NC2=C(N1)C=C(C=C2)C#CC2=NNC(=C2C(=O)N)NC